S1C(=CC=C1)[C@H](CCNC)O (S)-1-(2-thienyl)-3-(methylamino)-1-propanol